1-(4,4-difluorocyclohexyl)-4-(4-nitro-1H-pyrazol-1-yl)piperidine FC1(CCC(CC1)N1CCC(CC1)N1N=CC(=C1)[N+](=O)[O-])F